ClC1=C(C=CC=C1Cl)N1C(=NC(=CC1=O)O)S 3-(2,3-dichlorophenyl)-6-hydroxy-2-mercaptopyrimidin-4(3H)-one